2-(6-methoxypyridin-3-yl)ethan-1-amine COC1=CC=C(C=N1)CCN